benzyl 2-(methylthio)-4-(((trifluoromethyl) sulfonyl) oxy)-5,8-dihydropyrido[3,4-d]pyrimidine-7(6H)-carboxylate CSC=1N=C(C2=C(N1)CN(CC2)C(=O)OCC2=CC=CC=C2)OS(=O)(=O)C(F)(F)F